[C@@H](C)(CC)OC1=NC=2N(C=C1C(=O)NC=1C(N(C=CC1)C1CC1)=O)C=C(N2)[C@]21CO[C@](CC2)(C1)C 7-((R)-sec-butoxy)-N-(1-cyclopropyl-2-oxo-1,2-dihydropyridin-3-yl)-2-((1R,4S)-1-methyl-2-oxabicyclo[2.2.1]heptan-4-yl)imidazo[1,2-a]pyrimidine-6-carboxamide